3-benzoyl-1-[4-hydroxyPhenyl-5-(tert-butyldimethylsilyloxy)tetrahydrofuran-2-yl]-5-methylpyrimidine-2,4(1h,3h)-dione C(C1=CC=CC=C1)(=O)N1C(N(C=C(C1=O)C)C1(OC(CC1)O[Si](C)(C)C(C)(C)C)C1=CC=C(C=C1)O)=O